4-(5-amino-4-chloro-1H-pyrazol-1-yl)-6-morpholinopyridin-3-amine NC1=C(C=NN1C1=C(C=NC(=C1)N1CCOCC1)N)Cl